1-((2R,5S)-5-(((tert-butyldimethylsilyl)oxy)methyl)-2,5-dihydrofuran-2-yl)-5-fluoropyrimidine-2,4(1H,3H)-dione [Si](C)(C)(C(C)(C)C)OC[C@@H]1C=C[C@@H](O1)N1C(NC(C(=C1)F)=O)=O